1-(4-fluorophenyl)-3-(5-(2-methoxyphenyl)-1,3,4-thiadiazol-2-yl)urea FC1=CC=C(C=C1)NC(=O)NC=1SC(=NN1)C1=C(C=CC=C1)OC